3,5-di-tert-butyl-bromobenzene C(C)(C)(C)C=1C=C(C=C(C1)C(C)(C)C)Br